NC=1N=CC2=C(N1)N=C(C(=C2)C2=CC(=CC(=C2)OC)OC)NC(=O)NC(C)(C)C N-[2-amino-6-(3,5-dimethoxyphenyl)pyrido[2,3-d]pyrimidin-7-yl]-N'-(1,1-dimethylethyl)-urea